C4-bromo-5-(bromomethyl)-6-chloro-2-methylpyridazin-3(2H)-one BrC=1C(N(N=C(C1CBr)Cl)C)=O